4-(N-(3-(tert-butyl)-5-cyclopropylbenzyl)-2-(N-(2-fluorobenzyl)-(2,3,4,5,6-pentafluoro-phenyl)sulfonamido)acetamido)-3-methylbenzoic acid C(C)(C)(C)C=1C=C(CN(C(CN(S(=O)(=O)C2=C(C(=C(C(=C2F)F)F)F)F)CC2=C(C=CC=C2)F)=O)C2=C(C=C(C(=O)O)C=C2)C)C=C(C1)C1CC1